N1C=C(C2=CC=CC=C12)C1CC(CCC1)N 3-(1H-indol-3-yl)cyclohexane-1-amine